CC1(CN(C=2C1=NC=CC2)C(=O)N2CCC(CC2)N(C)CC2=CC=C(C#N)C=C2)C 4-(((1-(3,3-dimethyl-2,3-dihydro-1H-pyrrolo[3,2-b]pyridine-1-carbonyl)piperidin-4-yl)(methyl)amino)methyl)benzonitrile